(E)-3-(4-nitrobenzylidene)-6-methoxy-2-(4-nitrophenyl)-2,3-dihydro-4H-1-benzopyran-4-one [N+](=O)([O-])C1=CC=C(\C=C\2/C(OC3=C(C2=O)C=C(C=C3)OC)C3=CC=C(C=C3)[N+](=O)[O-])C=C1